C12C3C4C(C(C(C3C(C=C1)C2)C4)C(=O)O)C(O)=N tetracyclo[6.2.1.13,6.02,7]dodec-9-ene-4,5-dicarboxic acid imide